BrC=1C(=NN(C1C1=CC=C(C=C1)F)COCC[Si](C)(C)C)CC(=O)N1CCN(CC1)C(=O)OC(C)(C)C tert-butyl 4-[2-[4-bromo-5-(4-fluorophenyl)-1-(2-trimethylsilylethoxymethyl)pyrazol-3-yl]acetyl]piperazine-1-carboxylate